2-(2-Hydroxyethyl)-6-(methylthio)-3-(phenylamino)-3-(trifluoromethyl)-3,4-dihydroisoquinolin-1(2H)-one OCCN1C(C2=CC=C(C=C2CC1(C(F)(F)F)NC1=CC=CC=C1)SC)=O